[Si](C)(C)(C(C)(C)C)OC=1C(=C(N)C(=CC1)Cl)C 3-[tert-butyl(dimethyl)silyl]oxy-6-chloro-2-methyl-aniline